1,2,18-octadecanetriol C(C(CCCCCCCCCCCCCCCCO)O)O